(S)-7-(4-acryloyl-2-methylpiperazin-1-yl)-9-chloro-10-(4-chloro-2,6-difluorophenyl)-2,3-dihydro-5H-[1,4]thiazino[2,3,4-ij]quinazolin-5-one C(C=C)(=O)N1C[C@@H](N(CC1)C1=NC(N2C3=C(C(=C(C=C13)Cl)C1=C(C=C(C=C1F)Cl)F)SCC2)=O)C